F[P-](F)(F)(F)(F)F.C(C1=CC=CC=C1)[P+](C1=CC=CC=C1)(C1=CC=CC=C1)C1=CC=CC=C1 Benzyltriphenylphosphonium hexafluorophosphat